C(C)OC(=O)C=1C(=NN2C1N=CC=C2)C=2C=NC(=CC2)NC(C)C 2-[6-(propan-2-ylamino)pyridin-3-yl]pyrazolo[1,5-a]pyrimidine-3-carboxylic acid ethyl ester